C1(CCCCC1)C(C)CCC(C)C 2-Cyclohexyl-5-methyl-hexan